FC=1C(=C2C(=NC(=NN2C1)NC1CCN(CC1)C1COC1)OC)C=1C=CC2=C(N(N=N2)CC(F)(F)F)C1 6-fluoro-4-methoxy-N-(1-(oxetan-3-yl)piperidin-4-yl)-5-(1-(2,2,2-trifluoroethyl)-1H-benzo[d][1,2,3]triazol-6-yl)pyrrolo[2,1-f][1,2,4]triazin-2-amine